FC=1C=CC(=NC1)NC(=O)C1=C(CC(N(C1=O)C(=O)OC(C)(C)C)C(=O)OC(C)(C)C)O di-tert-butyl 5-((5-fluoropyridin-2-yl)carbamoyl)-4-hydroxy-6-oxo-3,6-dihydropyridine-1,2(2H)-dicarboxylate